naphthyl sulfide C1=CC=C2C(=C1)C=CC=C2SC3=CC=CC4=CC=CC=C43